C(C1=CC=CC=C1)OC[C@H](C(=O)O)OC1=CC=C2C(=CC(OC2=C1)=O)C1=C(C=C(C=C1)F)Cl (R)-3-(benzyloxy)-2-((4-(2-chloro-4-fluorophenyl)-2-oxo-2H-chromen-7-yl)oxy)propanoic acid